3-bromo-2,4-dioxopiperidine-1-carboxylic acid tert-butyl ester C(C)(C)(C)OC(=O)N1C(C(C(CC1)=O)Br)=O